ClC=1C=C(C(=NC1)C)N[C@@H](C)C1=CC=C(S1)C(=O)N[C@H](C(=O)NC1CC(C1)C(=O)OC)CC1CCCC1 methyl (1r,3r)-3-[(2S)-2-({5-[(1S)-1-[(5-chloro-2-methylpyridin-3-yl)amino]ethyl]thiophen-2-yl}formamido)-3-cyclopentylpropanamido]cyclobutane-1-carboxylate